[2,6-bis[4-(S)-isopropyl-2-oxazolyl]pyridine] cobalt [Co].C(C)(C)C=1N=C(OC1)C1=NC(=CC=C1)C=1OC=C(N1)C(C)C